6-formyl-4-methyl-2-(methylsulfanyl)-4H-pyrrolo[2,3-d]Thiazole-5-carboxylic acid ethyl ester C(C)OC(=O)C1=C(C2=C(N=C(S2)SC)N1C)C=O